C1(=CC=CC2=CC=CC=C12)NC(=S)N (1-naphthyl)-2-thiourea